C(C)(C)OC=1N=CC=2N(C1)C(=CN2)C2=CC=CCN2[C@H]2CNCCC2 (R)-6-(6-isopropoxyimidazo[1,2-a]pyrazin-3-yl)-N-(piperidin-3-yl)pyridine